(S)-3-(3-(4-hydroxy-1-methyl-2-oxo-1,2-dihydropyridin-3-yl)ureido)-3-(5-(3-(trifluoromethoxy)phenyl)thiophen-2-yl)propanoic acid OC1=C(C(N(C=C1)C)=O)NC(N[C@@H](CC(=O)O)C=1SC(=CC1)C1=CC(=CC=C1)OC(F)(F)F)=O